[Li].CC1=CC=C(C=C1)C1=CC=C(C=C1)C 4,4'-dimethyl-biphenyl lithium